(S)-4-(((S)-3-fluoro-2-methoxypropyl)(4-(5,6,7,8-tetrahydro-1,8-naphthyridin-2-yl)butyl)amino)-2-(2-(6-methylpyridin-2-yl)acetamido)butanoic acid FC[C@H](CN(CC[C@@H](C(=O)O)NC(CC1=NC(=CC=C1)C)=O)CCCCC1=NC=2NCCCC2C=C1)OC